diethynyldi(2-pyridyl)silane C(#C)[Si](C1=NC=CC=C1)(C1=NC=CC=C1)C#C